C(C)SC=1SC=2C(=C3N=CC=NC3=CC2)N1 2-(ethylthio)thiazolo[4,5-f]quinoxaline